ClC1=NC(=NC(=N1)N)NC(C)(C)C1=C(C(=CC=C1)F)F 6-chloro-N4-[1-(2,3-difluorophenyl)-1-methyl-ethyl]1,3,5-triazine-2,4-diamine